BrCC(C(Br)(Br)OP(=O)(O)O)(C)C.N1=C(C=CC=C1)CCNC(C)=O N-(2-(pyridin-2-yl)ethyl)acetamide (tribromoneopentyl)phosphat